C(C)(C)(C)C=1C=C(NN1)NC(=O)NC1=CC=C(C=C1)N1C=NC2=C1C=CC(=C2)OCCOCC#C 1-(5-tert-butyl-2H-pyrazol-3-yl)-3-{4-[5-(2-prop-2-ynyl-oxy-ethoxy)-benzoimidazol-1-yl]-phenyl}-urea